(R)-5-(2-(cyclobutylmethyl)-7H-pyrrolo[2,3-d]pyrimidin-5-yl)-N-(1,1,1-trifluoropropan-2-yl)pyrazolo[1,5-a]pyridine-3-carboxamide C1(CCC1)CC=1N=CC2=C(N1)NC=C2C2=CC=1N(C=C2)N=CC1C(=O)N[C@@H](C(F)(F)F)C